[Ge].[Si].[Sn] tin-silicon germanium